O[C@@H]1CC[C@H](CC1)C(=O)OC (trans)-methyl 4-hydroxycyclohexanecarboxylate